[3-[6-(2-methoxyphenyl)imidazo[1,2-b]pyridazin-3-yl]phenyl]methanol COC1=C(C=CC=C1)C=1C=CC=2N(N1)C(=CN2)C=2C=C(C=CC2)CO